(Z)-Dihydrocarvone C[C@H]1CC[C@H](CC1=O)C(=C)C